N-[(1R)-1-[3-(difluoromethyl)-2-fluorophenyl]ethyl]-5-(oxan-4-yl)-4-oxo-1H,4H,5H-pyrrolo[3,2-c]pyridine-7-carboxamide FC(C=1C(=C(C=CC1)[C@@H](C)NC(=O)C=1C2=C(C(N(C1)C1CCOCC1)=O)C=CN2)F)F